tert-butyl (1-(4-amino-6-(8-chloro-7-fluoronaphthalen-1-yl)-5-fluoropyridine-3-carbonothioyl)azetidin-3-yl)(methyl)carbamate NC1=C(C=NC(=C1F)C1=CC=CC2=CC=C(C(=C12)Cl)F)C(=S)N1CC(C1)N(C(OC(C)(C)C)=O)C